ClC(C1=NC(=NO1)C1=CC(=C(C=C1)P(NCC(C)(C)C)(=O)C)F)(F)F P-(4-(5-(chlorodifluoromethyl)-1,2,4-oxadiazol-3-yl)-2-fluorophenyl)-P-methyl-N-neopentylphosphinic amide